CN([C@@H](C(C)C)C(=O)OCCCC)C(=O)[C@@H]1CN(CC1)S(=O)(=O)C=C butyl N-methyl-N-((S)-1-(vinylsulfonyl)pyrrolidine-3-carbonyl)-L-valinate